ClC=1C=NC=C2N3C(N=C(NC=4C(=CC5=NN(C=C5C4CCCCCOC12)C)Cl)N(C3=O)CC3=C(C=C(C(=C3)F)F)F)=O 6,21-dichloro-17-methyl-28-[(2,4,5-trifluorophenyl)methyl]-8-oxa-1,4,17,18,23,25,28-heptaazapentacyclo[22.2.2.02,7.014,22.015,19]octacosa-2,4,6,14(22),15,18,20,24-octaene-26,27-dione